C(C)(C)(C)C1CCN(CC1)C(=O)C1(CCCC1)NC=1N=C(N(C1)C)C#N 4-((1-(4-(tert-butyl)piperidine-1-carbonyl)cyclopentyl)amino)-1-methyl-1H-imidazole-2-carbonitrile